CN(C=1C=C(C=CC1)C=1C(=NC=C(C1)C=1C=NC=CC1)N)C 3-[3-(dimethylamino)phenyl]-5-(3-pyridyl)pyridin-2-amine